FC=1C=C(CNC=2C=C3C(=NNC3=CC2)C(C(=O)N(C)C)=C)C=C(C1)F (5-((3,5-difluorobenzyl)amino)-1H-indazol-3-yl)-N,N-dimethylacrylamide